α-Ethylacrylic acid C(C)C(C(=O)O)=C